N-(4-((R*)-2-(6-ethoxypyridin-3-yl)propyl)-6-(((R)-1-hydroxy-4-methylpentan-2-yl)amino)-1,3,5-triazin-2-yl)methanesulfonamide C(C)OC1=CC=C(C=N1)[C@@H](CC1=NC(=NC(=N1)N[C@@H](CO)CC(C)C)NS(=O)(=O)C)C |o1:9|